ClC1=C(C=CC=C1NC=1C=NC(=CC1)N1N=CN=C1)[C@@]1(CC(N(C(N1)=N)C1CCOCC1)=O)C (6S)-6-(2-Chloro-3-{[6-(1,2,4-triazol-1-yl)pyridin-3-yl]-amino}phenyl)-2-imino-6-methyl-3-(tetrahydropyran-4-yl)hexahydropyrimidin-4-one